N-[2-(3-aminopropanoylamino)ethyl]-4-[[3-(2,3-difluoro-4-methoxyphenyl)imidazo[1,2-a]pyrazin-8-yl]amino]-2-ethylbenzamide NCCC(=O)NCCNC(C1=C(C=C(C=C1)NC=1C=2N(C=CN1)C(=CN2)C2=C(C(=C(C=C2)OC)F)F)CC)=O